4-(3-bromopropyl)-3,5-dimethyl-1H-pyrazole BrCCCC=1C(=NNC1C)C